(2-amino-6-(2-amino-6-methylphenyl)imidazo[1,2-a]pyridin-3-yl)((1S,2S)-2-fluorocyclopropyl)methanone NC=1N=C2N(C=C(C=C2)C2=C(C=CC=C2C)N)C1C(=O)[C@H]1[C@H](C1)F